COC(=O)C=1C=CC2=C(N(C(=N2)[C@H](C)N2CCC(CC2)C2=NC(=CC=C2)NCC2=C(C=C(C=C2)C#N)F)C[C@H]2OCC2)C1 2-((S)-1-(4-(6-((4-cyano-2-fluorobenzyl)amino)pyridin-2-yl)piperidin-1-yl)ethyl)-1-(((S)-oxetan-2-yl)methyl)-1H-benzimidazole-6-carboxylic acid methyl ester